(S)-N-((3-(3-fluoro-4-piperazin-1-ylphenyl)-2-oxooxazolidin-5-yl)methyl)-acetamide FC=1C=C(C=CC1N1CCNCC1)N1C(O[C@H](C1)CNC(C)=O)=O